ClC1=NC2=CC(=C(C=C2C(=N1)NC1CCN(CC1)C(C)C)OC)OC 2-chloro-N-(1-isopropyl-piperidine-4-yl)-6,7-dimethoxyquinazoline-4-amine